FC1=CC=2N(C=C1)C(=CN2)C2=C1CNC(C1=C(C=C2)NC2=NC(=C(C=C2)[C@H]2COCC2)CN(C)C(C)C)=O (S)-4-(7-fluoroimidazo[1,2-a]pyridin-3-yl)-7-((6-((isopropyl(methyl)amino)methyl)-5-(tetrahydrofuran-3-yl)pyridin-2-yl)amino)isoindolin-1-one